SC(C(=O)OC(CCC)O)S butandiol dimercaptoacetate